6-(4-Chlorophenyl)-2-(3,5-dimethyl-1,2-oxazol-4-yl)-N-(2-hydroxy-2-methylpropyl)pyrimidin ClC1=CC=C(C=C1)C1=CC=NC(N1CC(C)(C)O)C=1C(=NOC1C)C